4-(2-amino-5-(4-morpholinophenyl)pyridin-3-yl)benzoic acid NC1=NC=C(C=C1C1=CC=C(C(=O)O)C=C1)C1=CC=C(C=C1)N1CCOCC1